BrC=1C=CC(=C(CNCCO)C1)OCC1=CC(=C(C=C1)F)C(F)(F)F 2-(5-bromo-2-(4-fluoro-3-(trifluoromethyl)benzyloxy)benzylamino)ethanol